CC1=CC=C(C=C1)S(=O)(=O)[O-].[NH+]1=CC=CC=C1 Pyridinium 4-toluenesulfonate